ethyl (6bR,10aS)-3-(4-methoxybenzyl)-1,1-dimethyl-2-oxo-2,3,6b,9,10,10a-hexahydro-1H-pyrido[3',4':4,5]pyrrolo[1,2,3-de]quinoxaline-8(7H)-carboxylate COC1=CC=C(CN2C(C(N3C=4C(=CC=CC24)[C@H]2[C@@H]3CCN(C2)C(=O)OCC)(C)C)=O)C=C1